NC=1C2=C(N=CN1)N(C=C2C2=CC=CC=C2)[C@H]2[C@@H]([C@@H]([C@H](C2)CNCCCNCCC2=CC=CC=C2)O)O (1R,2S,3R,5R)-3-(4-Amino-5-phenyl-7H-pyrrolo[2,3-d]pyrimidin-7-yl)-5-(((3-(phenethylamino)propyl)amino)methyl)cyclopentane-1,2-diol